Dichloro[1,3-bis(2,4,6-trimethylphenyl)-2-imidazolidinylidene][(2-isopropoxy)(5-pentafluorobenzoylamino)benzylidene]ruthenium(II) CC1=CC(=C(C(=C1)C)N2CCN(C2=[Ru](=CC3=C(C=CC(=C3)NC(=O)C4=C(C(=C(C(=C4F)F)F)F)F)OC(C)C)(Cl)Cl)C5=C(C=C(C=C5C)C)C)C